7-amino-2-butyl-1,3-diazaspiro[4.4]non-1-en-4-one NC1CC2(C(NC(=N2)CCCC)=O)CC1